N1=NC(=NN=C1)C1=CC=C(CNC(CCCC(=O)NCCOCCOCCOCCOCCOCCOCCOCCOCCOCCOCCOCCN)=O)C=C1 N1-(4-(1,2,4,5-tetrazin-3-yl)benzyl)-N5-(35-amino-3,6,9,12,15,18,21,24,27,30,33-undecaoxa-pentatriacontyl)glutaramide